4-(3-(5-((2,3-difluoro-6-methoxybenzyl)amino)-2-fluoro-4-methoxyphenyl)ureido)thiophene-2,3-dicarboxylic acid dimethyl ester COC(=O)C=1SC=C(C1C(=O)OC)NC(=O)NC1=C(C=C(C(=C1)NCC1=C(C(=CC=C1OC)F)F)OC)F